2,3,6,7-tetrahydro-6-hydroxy-6-methyl-1H-indolizin-5-one OC1(C(N2CCCC2=CC1)=O)C